N(=[N+]=[N-])C1=C(C=C(C=C1)C)C#CC(C1=CC=CC=C1)NS(=O)(=O)C N-(3-(2-azido-5-methylphenyl)-1-phenylpropan-2-yn-1-yl)methanesulfonamide